CC1=C(N=C2[C@@H]3CC[C@H](C2=C1C=1C(=C(C=C2C=NN(C12)C)C)C)C3)N3CC1(CN(C1)C(C=C)=O)CC3 1-(6-((1R,8S)-5-methyl-6-(1,5,6-trimethyl-1H-indazol-7-yl)-3-azatricyclo-[6.2.1.02,7]undeca-2,4,6-trien-4-yl)-2,6-diazaspiro[3.4]octan-2-yl)-2-propen-1-one